5-bromo-2,2-difluorobenzo{D}{1,3}dioxole BrC1=CC2=C(OC(O2)(F)F)C=C1